Ethylene Cyanohydrin C(CO)C#N